1-benzylpyrazol-3-amine C(C1=CC=CC=C1)N1N=C(C=C1)N